C(C)(C)(C)OC(N(C1=CC(=NC=2N1N=CC2C(C)C)Cl)CC=2OC1=C(C2)C=CC=C1)=O (benzofuran-2-ylmethyl)(5-chloro-3-isopropylpyrazolo[1,5-a]pyrimidin-7-yl)carbamic acid tert-butyl ester